5-oxo-2-(prop-1-en-2-yl)-4,5-dihydrothieno[3,2-b]pyridine-6-carboxylic acid O=C1C(=CC2=C(N1)C=C(S2)C(=C)C)C(=O)O